COC1=CC=C(C=C1)CN1C(N(CC12CCNCC2)CC(=O)NC2=CC=C(C=C2)C(F)(F)F)=O 2-[1-[(4-methoxyphenyl)methyl]-2-oxo-1,3,8-triazaspiro[4.5]decan-3-yl]-N-[4-(trifluoromethyl)phenyl]acetamide